C(C1=CC=CC=C1)OCCOCCOCCOCCOC1=C(N(C2=CC(=C(C=C12)F)F)C)C(=O)N1CCN(CC1)NC(=O)OC(C)(C)C tert-Butyl 4-(3-(2-(2-(2-(2-benzyloxyethoxy)ethoxy)ethoxy)ethoxy)-5,6-difluoro-1-methyl-1H-indole-2-carbonyl)piperazine-1-carbamate